2-((6aR,8R)-6a-ethyl-8-(piperidin-4-yl((tetrahydrofuran-2-yl)methyl)amino)-5,6,6a,7,8,9-hexahydropyrrolo[1',2':4,5]pyrazino[2,3-c]pyridazin-2-yl)-6-fluorophenol C(C)[C@]12N(C=3C(=NN=C(C3)C3=C(C(=CC=C3)F)O)NC1)C[C@@H](C2)N(CC2OCCC2)C2CCNCC2